2-(3-(8-((2,6-dimethylbenzyl)amino)-2,3-dimethylimidazo[1,2-a]pyridin-6-yl)ureido)-N,N-dimethylacetamide hydrochloride Cl.CC1=C(CNC=2C=3N(C=C(C2)NC(NCC(=O)N(C)C)=O)C(=C(N3)C)C)C(=CC=C1)C